(S)-4-TERT-BUTYL 1-METHYL 2-((S)-6'-CHLORO-5-(((1R,2R)-2-((S)-1-HYDROXYALLYL)CYCLOBUTYL)METHYL)-3',4,4',5-TETRAHYDRO-2H,2'H-SPIRO[BENZO[B][1,4]OXAZEPINE-3,1'-NAPHTHALEN]-7-YL)SUCCINATE ClC=1C=C2CCC[C@]3(C2=CC1)CN(C1=C(OC3)C=CC(=C1)[C@@H](C(=O)OC)CC(=O)OC(C)(C)C)C[C@H]1[C@@H](CC1)[C@H](C=C)O